methylaminotriisobutylsilane CN[Si](CC(C)C)(CC(C)C)CC(C)C